(2-amino-5-bromo-4-chlorophenyl)-[7-chloro-2-(oxan-2-yl)indazol-4-yl]methanone NC1=C(C=C(C(=C1)Cl)Br)C(=O)C=1C2=CN(N=C2C(=CC1)Cl)C1OCCCC1